C(C)CC(=O)[O-].C(C)CC(=O)[O-].C(CCC)O[Zr+2]OCCCC di-n-butoxyzirconium bis(ethylacetate)